(R)-4-amino-7-(methoxymethyl)-N-methyl-N-[2-(trifluoromethyl)-6,8-dihydro-5H-pyrano[3,4-b]pyridin-5-yl]imidazo[1,5-a]quinoxaline-8-carboxamide NC=1C=2N(C3=CC(=C(C=C3N1)COC)C(=O)N([C@H]1COCC3=NC(=CC=C31)C(F)(F)F)C)C=NC2